N=1C=C(N2C1C=NC=C2)C2=C1CNC(C1=C(C=C2)NC2=NC=C(C=C2)N2[C@H](COCC2)C)=O (S)-4-(imidazo[1,2-a]pyrazin-3-yl)-7-((5-(3-methylmorpholino)pyridin-2-yl)amino)isoindolin-1-one